CCCCCCC/C=C\CCCCCCCC(=O)O[C@H](COC(=O)CCC/C=C\C/C=C\C/C=C\C/C=C\CCCCC)COP(=O)(O)OC[C@H](CO)O 1-(5Z,8Z,11Z,14Z-eicosatetraenoyl)-2-(9Z-heptadecenoyl)-glycero-3-phospho-(1'-sn-glycerol)